(S)-N-(5-chloropyridin-2-yl)-2-((S)-4,4-difluoro-3-(6-oxo-1,6-dihydropyridin-3-yl)piperidin-1-yl)propionamide ClC=1C=CC(=NC1)NC([C@H](C)N1C[C@@H](C(CC1)(F)F)C1=CNC(C=C1)=O)=O